1-(pyridin-4-yl)ethyl methanesulfonate CS(=O)(=O)OC(C)C1=CC=NC=C1